3-(5-((1H-indol-3-yl)amino)-2-fluoro-4-methoxyphenyl)-2,4-dioxo-1H-thieno[3,4-d]pyrimidine-5-carboxylic acid N1C=C(C2=CC=CC=C12)NC=1C(=CC(=C(C1)N1C(NC=2C(C1=O)=C(SC2)C(=O)O)=O)F)OC